(E)-benzaldehyde O-(6-hydroxy-1-(4-(3-(4-(3-hydroxyphenyl)-1H-1,2,3-triazol-1-yl)propyl)-1,4-diazepan-1-yl)hexan-3-yl) oxime OCCCC(CCN1CCN(CCC1)CCCN1N=NC(=C1)C1=CC(=CC=C1)O)O\N=C\C1=CC=CC=C1